4-(3-(9-(tert-butyl)-1,3-dioxo-1H-xantheno[2,1,9-def]isoquinolin-2(3H)-yl)propoxy)-2,6-dimethylbenzaldehyde C(C)(C)(C)C1=CC=C2OC=3C=CC=4C(N(C(C5=CC=C(C3C45)C2=C1)=O)CCCOC1=CC(=C(C=O)C(=C1)C)C)=O